C(C)(C)(C)N(C(O)=O)CCCOC1=NC(=NC(=N1)OCCCN(C(O)=O)C(C)(C)C)NCCN(CCO)CC.C(C)(=O)OC1=C2C(=CNC2=CC=C1)CCNCC 4-acetoxy-3-(N-ethylaminoethyl)indole di-tert-butyl-(((6-((2-(ethyl(2-hydroxyethyl)amino)ethyl)amino)-1,3,5-triazine-2,4-diyl)bis(oxy))bis(propane-3,1-diyl))dicarbamate